N1=CN=CC2=CC=CC(=C12)NS(=O)(=O)C1=NC=CC=C1 N-(quinazolin-8-yl)pyridine-2-sulfonamide